NC1=C(C(N(N1C(=O)OC(C)(C)C)C)=O)C1=CC=C(C=C1)F tert-butyl 5-amino-4-(4-fluorophenyl)-2-methyl-3-oxo-2,3-dihydro-1H-pyrazole-1-carboxylate